3-[3-methyl-2-oxo-4-[2-(4-piperidyl)ethynyl]benzimidazol-1-yl]piperidine-2,6-dione CN1C(N(C2=C1C(=CC=C2)C#CC2CCNCC2)C2C(NC(CC2)=O)=O)=O